N-[(5-Bromo-3-chloropyridin-2-yl)methyl]formamide BrC=1C=C(C(=NC1)CNC=O)Cl